C1=NC=C(C2=CC=CC=C12)C1(CC1)C=1C(=C(C(=O)N)C=CC1)C (1-(isoquinolin-4-yl)cyclopropyl)-2-methylbenzamide